(5R,6R)-5-hydroxy-6-((R)-5H-imidazo[5,1-a]isoindol-5-yl)-2-azaspiro[3.3]heptan-2-carboxylate O[C@H]1C2(CN(C2)C(=O)[O-])C[C@@H]1[C@H]1N2C(C3=CC=CC=C13)=CN=C2